iodo-1,1-dioctyloxy-7-undecene IC(CCCCCC=CCCC)(OCCCCCCCC)OCCCCCCCC